ClC1=C(C=O)C=CC=C1OCC(C)(C)O 2-chloro-3-(2-hydroxy-2-methylpropyloxy)benzaldehyde